2,2'-thiodiethyl mercaptan S(CCS)CCS